O=C[C@H](O)[C@H](O)[C@@H](O)[C@H](O)C(=O)[O-].[K+] potassium guluronate